triethylamine beta-naphthalenesulfinate C1=C(C=CC2=CC=CC=C12)S(=O)O.C(C)N(CC)CC